6-bromo-5-methoxy-2,3-dihydro-1H-pyrrolo[3,2-b]pyridine-1-carboxylic acid tert-butyl ester C(C)(C)(C)OC(=O)N1CCC2=NC(=C(C=C21)Br)OC